ClC=1C(N(C(=CC1OCC1=NC=C(C=C1)F)C)C1=CC(=NC=C1C)C1=NC(=CC=C1C)C(C)(C)O)=O (M)-3-chloro-4-((5-fluoropyridin-2-yl)methoxy)-6''-(2-hydroxypropan-2-yl)-3'',5',6-trimethyl-2H-[1,4':2',2''-terpyridin]-2-one